NC1=CC=C(C=C1)C1=CCCN(C1)C(=O)OC(C)(C)C tert-butyl 5-(4-aminophenyl)-3,6-dihydropyridine-1(2H)-carboxylate